[Cl-].[Cl-].C[Zr](C1C=CC2=CC=3CCCC3C=C12)(C1C=C(C=C1)CCCC)(=[SiH2])(=[SiH2])(C)(C)C tetramethyldisilylene(3-butyl-cyclopentadienyl)(1,5,6,7-tetrahydro-s-indacenyl)zirconium dichloride